2-fluoro-N-((2R)-3-methyl-1-(9-methyl-10-oxo-7-phenyl-3,9-diazaspiro[5.5]undecan-3-yl)-1-oxobutan-2-yl)-5-(trifluoromethyl)benzamide FC1=C(C(=O)N[C@@H](C(=O)N2CCC3(CC2)C(CN(C(C3)=O)C)C3=CC=CC=C3)C(C)C)C=C(C=C1)C(F)(F)F